(3S)-N-{3-[2-chloro-6-(morpholin-4-yl)pyridin-4-yl]-4-methylphenyl}-3-(2,2,2-trifluoroethyl)pyrrolidine-1-carboxamide ClC1=NC(=CC(=C1)C=1C=C(C=CC1C)NC(=O)N1C[C@@H](CC1)CC(F)(F)F)N1CCOCC1